(2R,3S,4S,5R)-3-(3,4-difluoro-2-methoxyphenyl)-N-(2-hydroxypyrimidin-4-yl)carbamate FC=1C(=C(C=CC1F)N1[C@@H](N=CC=C1NC([O-])=O)O)OC